4-(trifluoromethyl)-3-pyrrolidinecarboxylic acid FC(C1C(CNC1)C(=O)O)(F)F